N-((1H-imidazol-4-yl)methyl)-5-methyl-2-(4-methylpyrimidin-5-yl)aniline N1C=NC(=C1)CNC1=C(C=CC(=C1)C)C=1C(=NC=NC1)C